C(C=C)(=O)N1CCC=2C(CC1)=C1N(N2)C(=C(N1)C1=CC=C(C=C1)OC1=CC=CC=C1)C(=O)N 8-propenoyl-2-(4-phenoxyphenyl)-1,6,7,8,9,10-hexahydroimidazo[1',2':1,5]pyrazolo[3,4-d]azepine-3-carboxamide